[(1R)-4-phenyl-1-[[(2R)-2-(pyrazine-2-carbonylamino)-3-thiazol-2-yl-propanoyl]amino]butyl]boronic acid C1(=CC=CC=C1)CCC[C@H](NC([C@@H](CC=1SC=CN1)NC(=O)C1=NC=CN=C1)=O)B(O)O